C1(CCCCC1)C[C@@H](C(N[C@@H](CCC(N(CCOC(NCC)=O)C)=O)C(N(C)OC)=O)=O)NC(OCC1=CC(=CC=C1)Cl)=O 3-Chlorobenzyl ((12S,15S)-16-cyclohexyl-12-(methoxy(methyl)carbamoyl)-8-methyl-4,9,14-trioxo-5-oxa-3,8,13-triazahexadecan-15-yl)carbamate